C1(=CC=CC2=CC=CC=C12)C(C)N1CCC(CC1)CS(=O)(=O)NCC(=O)N 2-(N-(1-(1-(naphthalen-1-yl)ethyl)piperidin-4-yl)methylsulfonylamino)acetamide